4-(4-(azetidin-3-yl)piperazin-1-yl)-2-chloro-N,N-dimethylbenzamide 2,2,2-trifluoroacetate FC(C(=O)O)(F)F.N1CC(C1)N1CCN(CC1)C1=CC(=C(C(=O)N(C)C)C=C1)Cl